ClC=1C(=NC2=CC=CC=C2C1C1=C(C=CC(=C1)OCOC)C)C(=O)OC methyl 3-chloro-4-[5-(methoxymethoxy)-2-methyl-phenyl]quinoline-2-carboxylate